FC=1C=CC(=NC1)C1=NN(C(=C1)CO)CC1CC1 ((3-(5-fluoropyridin-2-yl)-5-(hydroxymethyl)-1H-pyrazol-1-yl)methyl)cyclopropane